BrC=1C=C2C(=NC=NC2=CC1)C1=CC(=C(C=C1)N1CCN(CC1)C1CCOCC1)F 6-bromo-4-(3-fluoro-4-(4-(tetrahydro-2H-pyran-4-yl)piperazin-1-yl)phenyl)quinazoline